1-hexyl-cyclohexane C(CCCCC)C1CCCCC1